(2R)-2-ammoniooctanoate [NH3+][C@@H](C(=O)[O-])CCCCCC